C(C)OCCCCC1=C2C(NC(C2=C2C(=C1)C=C(C=C2)CCCCOCC)=N)=N 4,7-bis(4-ethoxybutyl)-1,3-diiminobenzisoindoline